ClC=1C(N(C=CC1)C=1C=NC(=CC1)N[C@@H]1C[C@H](CC1)NC1=NC=C(N=C1)OC(F)F)=O 3-Chloro-6'-(((1S,3S)-3-((5-(difluoromethoxy)pyrazin-2-yl)amino)cyclopentyl)amino)-2H-[1,3'-bipyridin]-2-one